(E)-3-(4-chlorostyryl)-4-methoxybenzoic acid ethyl ester C(C)OC(C1=CC(=C(C=C1)OC)\C=C\C1=CC=C(C=C1)Cl)=O